CC(CCCO)CC(CCCCCCCCCCCC)C 4,6-Dimethyloctadecyl alcohol